1-ethyl-3-methylimidazole cobalt thiocyanate salt [Co](SC#N)SC#N.C(C)N1CN(C=C1)C